C(C)(C)(C)OC(NCC1(CC1)CC#N)=O ((1-(cyanomethyl)cyclopropyl)methyl)carbamic acid tert-butyl ester